Phenylboronic Acid Pinacol ester C1(=CC=CC=C1)B1OC(C)(C)C(C)(C)O1